N-(4-chlorophenethyl)-2-cyanoacetamide ClC1=CC=C(CCNC(CC#N)=O)C=C1